2-azabicyclo[2.2.2]Octane-3-carboxylic acid Ethyl ester C(C)OC(=O)C1NC2CCC1CC2